Br.S1C(=NC=C1)N thiazole-2-amine, hydrobromide